2-chloro-5-(4-chlorophenyl)oxazole ClC=1OC(=CN1)C1=CC=C(C=C1)Cl